(S)-1-cyano-N-(5-(3-(ethylcarbamoyl)phenyl)thiazol-2-yl)pyrrolidine-3-carboxamide C(#N)N1C[C@H](CC1)C(=O)NC=1SC(=CN1)C1=CC(=CC=C1)C(NCC)=O